C(C1=CC=CC=C1)ON1[C@@H]2CC[C@H](N(C1=O)C2)C(NS(=O)(=O)C2=CC=C(C=C2)C(F)(F)F)=N (2S,5R)-6-(benzyloxy)-7-oxo-N-((4-(trifluoromethyl)phenyl)sulfonyl)-1,6-diazabicyclo[3.2.1]octane-2-carboximidamide